ClC1=NC=CC(=C1SCCC)C(F)(F)F 2-chloro-3-(propylsulfanyl)-4-(trifluoromethyl)pyridine